N-(bis(4-(tributylsilyl)phenyl)phosphaneyl)-N-cyclohexyl-1-phenyl-1-(2-(trifluoromethoxy)phenyl)phosphanamine C(CCC)[Si](C1=CC=C(C=C1)P(N(P(C1=C(C=CC=C1)OC(F)(F)F)C1=CC=CC=C1)C1CCCCC1)C1=CC=C(C=C1)[Si](CCCC)(CCCC)CCCC)(CCCC)CCCC